6-methyl-1,2,3,6-tetrahydropyridine CC1C=CCCN1